FC1=C(C(=CC=C1)F)C1=N[C@H](C2=NN=C(N2C=2SC=3C(CCOCC3C12)F)C)C (7S)-9-(2,6-difluorophenyl)-16-fluoro-3,7-dimethyl-13-oxa-18-thia-2,4,5,8-tetrazatetracyclo[8.8.0.02,6.011,17]octadeca-1(10),3,5,8,11(17)-pentaene